2-((2,2-dimethylazetidin-1-yl)methyl)-3-fluorobenzonitrile CC1(N(CC1)CC1=C(C#N)C=CC=C1F)C